N-(3,4-dihydroxybenzyl)-2-((6-methoxybenzo[d]thiazol-2-yl)thio)acetamide OC=1C=C(CNC(CSC=2SC3=C(N2)C=CC(=C3)OC)=O)C=CC1O